FC(C(F)(F)F)(OC1=CC=C(C=C1)N1N=CN=C1N)F 1-[4-(pentafluoroethoxy)phenyl]-1H-1,2,4-triazol-5-amine